C(C)(=O)OC1CN(CCC1)S(=O)(=O)C1CC1 1-(cyclopropanesulfonyl)piperidin-3-yl acetate